CN1C(N(C(C12CCNCC2)=O)C2=CC=C(C=C2)C(F)(F)F)=O 1-methyl-3-[4-(trifluoromethyl)phenyl]-1,3,8-triazaspiro[4.5]decane-2,4-dione